C(C)(C)(C)OC(=O)N1CC2(C1)CNC2.C(C2=CC=CC=C2)OC(=O)N2CCC(CC2)CN2CC1(CN(C1)C(=O)OC(C)(C)C)C2 tert-butyl 6-((1-((benzyloxy)carbonyl)piperidin-4-yl)methyl)-2,6-diazaspiro[3.3]heptane-2-carboxylate Tert-butyl-2,6-diazaspiro[3.3]heptane-2-carboxylate